C1(CC1)S(=O)(=O)C1=CC=C(S1)C(=O)O 5-(cyclopropylsulfonyl)thiophene-2-carboxylic acid